C1(CC1)C=1N=CC=2C3=C(C=C(C2C1)S(=O)(=O)NCC(C)C)[C@@H](CC3)N3C(=NN=C3)NC=3C=NC=C(C3)C |o1:21| (7R*)-3-cyclopropyl-N-(2-methylpropyl)-7-[3-[(5-methylpyridin-3-yl)amino]-1,2,4-triazol-4-yl]-8,9-dihydro-7H-cyclopenta[h]isoquinoline-5-sulfonamide